C(CCC)OC1=NN2C(C(=N1)N)=NC=C2C(C)C2=CC=C(C=C2)CN2CCCC2 2-butoxy-7-(1-(4-(pyrrolidin-1-ylmethyl)phenyl)ethyl)imidazo[2,1-f][1,2,4]triazin-4-amine